tert-butyl ((1s,3s)-3-(4-(3-(4-((6-(5-methyl-1,2,4-oxadiazol-3-yl)pyridazine-3-yl)oxyl)phenyl)pentane-3-yl)phenoxy)cyclobutyl)carbamate CC1=NC(=NO1)C1=CC=C(N=N1)OC1=CC=C(C=C1)C(CC)(CC)C1=CC=C(OC2CC(C2)NC(OC(C)(C)C)=O)C=C1